2-(thiophen-2-yl)pyrimidin-4-amine S1C(=CC=C1)C1=NC=CC(=N1)N